NC1=NC2=CC=C(C(=C2C(=N1)N)CC)CNC1=CC=C(C(=O)N[C@@H](CC(=O)O)C(=O)O)C=C1 N-[4-[[(2,4-diamino-5-ethyl-6-quinazolinyl)methyl]amino]benzoyl]L-aspartic acid